dimethyl-aminopropane CC(CC)(N)C